ClC1=NC(=CC=C1C(CCC=C)NS(=O)C(C)(C)C)F N-(1-(2-chloro-6-fluoropyridin-3-yl)pent-4-en-1-yl)-2-methylpropan-2-sulfinamide